NCC1=CC=C(C[C@H](N)C(=O)O)C=C1 4-aminomethyl-phenylalanine